(±)-3-(((tert-Butyldimethylsilyl)oxy)methyl)piperazine-1-carboxylate [Si](C)(C)(C(C)(C)C)OC[C@H]1CN(CCN1)C(=O)[O-] |r|